2-chloropropane-1,3-diol ClC(CO)CO